(7-(aminomethyl)-1-methyl-2-carbonyl-1,2-dihydro-3H-naphtho[1,2-d]imidazol-3-yl)piperidine-2,6-dione NCC=1C=C2C=CC3=C(N(C(N3N3C(CCCC3=O)=O)=C=O)C)C2=CC1